The molecule is an amino disaccharide consisting of 2-amino-2-deoxy-alpha-D-glucopyranose and 2-amino-2-deoxy-D-glucopyranose residues joined in sequence by a (1->6) glycosidic bond. It is an amino disaccharide and a primary amino compound. It derives from an alpha-D-glucosamine and a 2-amino-2-deoxy-D-glucopyranose. C([C@@H]1[C@H]([C@@H]([C@H]([C@H](O1)OC[C@@H]2[C@H]([C@@H]([C@H](C(O2)O)N)O)O)N)O)O)O